C(#N)C=1C=CC(=C2N=CC=NC12)N1C[C@@H](CC(C1)(F)F)NC(CC1CCN(CC1)C)=O N-[(R)-1-(8-cyano-quinoxalin-5-yl)-5,5-difluoro-piperidin-3-yl]-2-(1-methyl-piperidin-4-yl)-acetamide